N1C(=CC=2C=NC=CC21)CNC(=O)[C@H]2N(C[C@@H](C2)OC(F)F)C(CNC(C2=CC=C(C=C2)OC2CCCCC2)=O)=O (2S,4R)-N-((1H-pyrrolo[3,2-c]pyridin-2-yl)methyl)-1-((4-(cyclohexyloxy)benzoyl)glycyl)-4-(difluoromethoxy)pyrrolidine-2-carboxamide